Methyl 2-(4-bromo-6-fluoro-3-hydroxy-2-(2-hydroxyethyl)phenyl)acetate BrC1=C(C(=C(C(=C1)F)CC(=O)OC)CCO)O